N-[4-Methoxy-7-(tetrahydro-pyran-4-yl)-thiazolo[4,5-c]pyridin-2-yl]-N',N'-dimethyl-terephthalamide COC1=NC=C(C2=C1N=C(S2)NC(C2=CC=C(C(=O)N(C)C)C=C2)=O)C2CCOCC2